[Ni].C/1=C\CCC=CCCC=CCC1 trans-1,5,9-cyclododecatriene nickel